FC1=C(C(=CC(=C1)N[C@@H]1CN(CC1)CCCF)F)[C@@H]1N([C@@H](CC2=C1NC1=CC=CC=C21)C)CC(CO)(F)F 3-((1S,3R)-1-(2,6-difluoro-4-(((S)-1-(3-fluoropropyl)pyrrolidin-3-yl)amino)phenyl)-3-methyl-3,4-dihydro-1H-pyridino[3,4-b]indole-2(9H)-yl)-2,2-difluoropropane-1-ol